tert-butyl (2S,5R)-4-(7-(N-(1-cyanocyclopropyl)sulfamoyl)-9-(5-(difluoromethyl)-1,3,4-thiadiazol-2-yl)-9H-pyrimido[4,5-b]indol-4-yl)-2,5-dimethylpiperazine-1-carboxylate C(#N)C1(CC1)NS(=O)(=O)C1=CC=C2C3=C(N(C2=C1)C=1SC(=NN1)C(F)F)N=CN=C3N3C[C@@H](N(C[C@H]3C)C(=O)OC(C)(C)C)C